NC=1C(=NN(C1)C1CCN(CCC1)C(=O)C1CC1)Cl (4-(4-amino-3-chloro-1H-pyrazol-1-yl)azepan-1-yl)(cyclopropyl)methanone